COCCOC1=NNC2=NC=C(C=C21)C(=O)N[C@H]2CN(C[C@@H]2C2=C(C=CC=C2)C(F)(F)F)C 3-(2-methoxyethoxy)-N-((3R,4S)-1-methyl-4-(2-(trifluoromethyl)phenyl)pyrrolidin-3-yl)-1H-pyrazolo[3,4-b]pyridine-5-amide